N-((3R,5R)-1-((difluoromethyl)sulfonyl)-5-fluoropiperidin-3-yl)-2-(2-(6-((cis)-2,6-dimethylmorpholino)pyridin-2-yl)-1,6-naphthyridin-7-yl)acetamide FC(S(=O)(=O)N1C[C@@H](C[C@H](C1)F)NC(CC1=NC=C2C=CC(=NC2=C1)C1=NC(=CC=C1)N1C[C@@H](O[C@@H](C1)C)C)=O)F